NC=1C(=NC=NC1Cl)NC=1C(=CC(=C(C1)C1=CC=C(C=C1)C(=O)OC)F)N1CCN(CC1)C methyl 5'-((5-amino-6-chloropyrimidin-4-yl)amino)-2'-fluoro-4'-(4-methylpiperazin-1-yl)-[1,1'-biphenyl]-4-carboxylate